4-hydroxy-N-methyl-N-isopropyl-tryptamine hydrochloride Cl.OC=1C=CC=C2NC=C(CCN(C(C)C)C)C12